FC=1C(=C(C=CC1F)[C@H]1[C@H](O[C@]([C@@H]1CC)(C(F)(F)F)C)C(=O)NC1=CC(=NC=C1)C(=O)N)OC (2S,3S,4R,5R)-4-[[3-(3,4-difluoro-2-methoxy-phenyl)-4-ethyl-5-methyl-5-(trifluoromethyl)tetrahydrofuran-2-carbonyl]amino]pyridine-2-carboxamide